Thiopyran dioxide S1(CC=CC=C1)(=O)=O